BrC=1C=CC(=C(C1Br)N)N 5,6-dibromo-o-phenylenediamine